2-(2-[3-[9-(2,6-dioxopiperidin-3-yl)-9H-pyrido[2,3-b]indol-6-yl]propoxy]ethoxy)acetaldehyde O=C1NC(CCC1N1C2=C(C3=CC(=CC=C13)CCCOCCOCC=O)C=CC=N2)=O